NC(C(=O)O)C1(CCOCC1)C 2-amino-2-(4-methyltetrahydro-2H-pyran-4-yl)acetic acid